C(C)(C)(C)OC(=O)N1CCC(CC1)NC1=NC=2N(C(=C1)N(CC1=CC=C(C=C1)C1=NC=CC=C1)C(=O)OC(C)(C)C)N=CC2C2CC2 4-((7-((tert-Butoxycarbonyl)(4-(pyridin-2-yl)benzyl)amino)-3-cyclopropylpyrazolo[1,5-a]pyrimidin-5-yl)amino)piperidine-1-carboxylic acid tert-butyl ester